4-[3-Chloro-4-[methyl-(propionyl)amino]phenyl]-N-[(2,6-dimethyl-3-pyridinyl)methyl]benzamide ClC=1C=C(C=CC1N(C(CC)=O)C)C1=CC=C(C(=O)NCC=2C(=NC(=CC2)C)C)C=C1